N-[(1R)-1-(hydroxymethyl)propyl]-3-({4-[({2-[methyl(methylsulfonyl)amino]pyridin-3-yl}methyl)amino]-5-(trifluoromethyl)pyrimidin-2-yl}amino)benzamide OC[C@@H](CC)NC(C1=CC(=CC=C1)NC1=NC=C(C(=N1)NCC=1C(=NC=CC1)N(S(=O)(=O)C)C)C(F)(F)F)=O